1-(10-bromoanthracene-9-yl)dibenzo[b,d]furan BrC1=C2C=CC=CC2=C(C2=CC=CC=C12)C1=CC=CC=2OC3=C(C21)C=CC=C3